NC1=NC=C(C=N1)CN1CC2=C(CC1)C(=CS2)C(=O)NC2=CC(=CC(=C2)C(F)(F)F)F 6-((2-Aminopyrimidin-5-yl)Methyl)-N-(3-Fluoro-5-(Trifluoromethyl)Phenyl)-4,5,6,7-Tetrahydrothieno[2,3-c]Pyridin-3-Carboxamid